5-amino-2-(2,2,2-trifluoroethoxy)benzoic acid methyl ester COC(C1=C(C=CC(=C1)N)OCC(F)(F)F)=O